N-(2-ethyl-6-methylphenyl)-3,8-diazabicyclo[3.2.1]Octane-8-carboxamide C(C)C1=C(C(=CC=C1)C)NC(=O)N1C2CNCC1CC2